BrC=1C(=NC(=NC1)Cl)NC1=C(C2=CC=CC=C2C=C1)P(=O)(C)C 5-bromo-2-chloro-N-(1-(dimethylphosphoryl)naphthalen-2-yl)pyrimidin-4-amine